C(C1=CC=CC=C1)NC1=C2N=CN(C2=NC(=N1)C=1C=NC=C(C1)Cl)[C@H]1[C@@H]([C@@H]([C@H](O1)C(=O)NC)O)O (2S,3S,4R,5R)-5-(6-(benzylamino)-2-(5-chloropyridin-3-yl)-9H-purin-9-yl)-3,4-dihydroxy-N-methyltetrahydrofuran-2-carboxamide